5-((S)-2,2-dimethyl-tetrahydro-2H-pyran-4-yl)-1-((1S,2S)-2-methyl-1-(5-carbonyl-4,5-dihydro-1,2,4-oxadiazol-3-yl)cyclopropyl)-1H-indole-2-carboxylic acid CC1(OCC[C@@H](C1)C=1C=C2C=C(N(C2=CC1)[C@@]1([C@H](C1)C)C1=NOC(N1)=C=O)C(=O)O)C